CN1N=CC=C1OCC(=O)O 2-((1-methyl-1H-pyrazol-5-yl)oxy)acetic acid